methyl (2S,4aR,6aR,7R,9S,10aS,10bR)-9-acetoxy-2-(furan-3-yl)-6a,10b-dimethyl-4,10-dioxododecahydro-2H-benzo[f]isochromene-7-carboxylate C(C)(=O)O[C@H]1C[C@H]([C@]2([C@@H]([C@]3(C[C@H](OC([C@@H]3CC2)=O)C2=COC=C2)C)C1=O)C)C(=O)OC